2-[4-(4-Pyrrolidin-1-ylbenzoyl)piperazin-1-yl]-3H-quinazolin-4-one N1(CCCC1)C1=CC=C(C(=O)N2CCN(CC2)C2=NC3=CC=CC=C3C(N2)=O)C=C1